BrC=1C(=C(C=CC1)C=1C(=NN(C1)C(C)C1=CC=C(C=C1)F)Cl)F 4-(3-bromo-2-fluorophenyl)-3-chloro-1-(1-(4-fluorophenyl)ethyl)-1H-pyrazole